1-Cycloheptyl-3-[1-(4-methanesulfonyl-phenyl)-5-phenyl-1H-pyrazol-3-ylmethyl]-urea C1(CCCCCC1)NC(=O)NCC1=NN(C(=C1)C1=CC=CC=C1)C1=CC=C(C=C1)S(=O)(=O)C